IC1=CC=2CC=3N(C2C=C1)C(C1=C(N3)N=CC=C1)=O 9-iodopyrido[2',3':4,5]pyrimido[1,2-a]indol-5(11H)-one